(±)-([1,1'-binaphthalene]-2,2'-diyl)bis(diphenylphosphane) C1(=C(C=CC2=CC=CC=C12)P(C1=CC=CC=C1)C1=CC=CC=C1)C1=C(C=CC2=CC=CC=C12)P(C1=CC=CC=C1)C1=CC=CC=C1